C(C)(C)(C)C1=CC(=CC(=C1)C1=CC(=CC(=C1)C(C)(C)C)C(C)(C)C)C(C)(C)C 2,2',6,6'-tetra-tert-butyl-4,4'-biphenyl